BrC1=C(CN2[C@@H](CCC2)C(=O)OC(C)(C)C)C(=CC=C1)C(F)(F)F tert-butyl (2-bromo-6-(trifluoromethyl)-benzyl)prolinate